C(C)C1=C(O)C=CC=C1O ethyl-resorcinol